FC=1C=C2C([C@@H](CN3C2=C(C1F)C=C3)N(C)C)C (5S)-8,9-difluoro-N,N,6-trimethyl-5,6-dihydro-4H-pyrrolo[3,2,1-ij]quinolin-5-amine